C(#N)C1=C(N=C2N(C1=O)C=C(C=C2[C@@H](C)NC2=C(C(=O)O)C=CC=C2)C)N[C@H](C)C2CC2 2-(((R)-1-(3-cyano-2-(((R)-1-cyclopropylethyl)amino)-7-methyl-4-oxo-4H-pyrido[1,2-a]pyrimidin-9-yl)ethyl)amino)benzoic acid